4-isopropoxy-2-(4-(trifluoromethyl)phenyl)quinoline C(C)(C)OC1=CC(=NC2=CC=CC=C12)C1=CC=C(C=C1)C(F)(F)F